4,5-dihydroxypent-2-yl acrylate C(C=C)(=O)OC(C)CC(CO)O